BrC(C(=O)C1=NC(=C(C(=C1)C(C)(C)O)F)Cl)CCBr 2,4-Dibromo-1-(6-chloro-5-fluoro-4-(2-hydroxypropan-2-yl)pyridin-2-yl)butan-1-one